tert-butyl (R)-4-(l-1-chloro-6-oxo-3-(pyridin-2-yl)-10-(trifluoromethyl)-3,4-dihydro-2H,6H-[1,4]thiazepino[2,3,4-ij]quinazolin-8-yl)piperazine-1-carboxylate ClS1C[C@H](CN2C(N=C(C3=CC(=CC1=C23)C(F)(F)F)N2CCN(CC2)C(=O)OC(C)(C)C)=O)C2=NC=CC=C2